COC(=O)[C@H]1[C@@H](CCCC1)C(=O)OC (1R,2R)-cyclohexane-1,2-dicarboxylic acid dimethyl ester